C[C@@H]1N([C@@H](COC1)C)C(=O)N[C@H](C(=O)O)CCN(CCCCC1=NC=2NCCCC2C=C1)CCOC=1N(N=C(C1)C)C (2S)-2-[[(3S,5R)-3,5-dimethylmorpholine-4-carbonyl]amino]-4-[2-(2,5-dimethylpyrazol-3-yl)oxyethyl-[4-(5,6,7,8-tetrahydro-1,8-naphthyridin-2-yl)butyl]amino]butanoic acid